CC1=NC=CC(=C1)CN[C@@H]1CN(CCC1)C=1C=NC=NC1 (3S)-N-[(2-methylpyridin-4-yl)methyl]-1-(pyrimidin-5-yl)piperidin-3-amine